ClC=1C(=C(C=CC1)NC(=S)C=1C(NCCC1NCC1=C(C=NC=C1)OCC1(COC1)CC)=O)OC N-(3-chloro-2-methoxyphenyl)-4-[({3-[(3-ethyloxetan-3-yl)methoxy]pyridin-4-yl}methyl)amino]-2-oxo-1,2,5,6-tetrahydropyridine-3-carbothioamide